3-methoxypropionyl-morpholine COCCC(=O)N1CCOCC1